BrC1=CC=C(C=C1)CN1C(CCC1)=O 1-[(4-bromophenyl)methyl]pyrrolidin-2-one